C1=CC=CC=2C3=CC=CC=C3N(C12)C1=C(C(=C(C=C1C#N)C1=NC(=C(C(=N1)C1=CC=CC=C1)C)C1=CC=CC=C1)N1C2=CC=CC=C2C=2C=CC=CC12)C1=CC=CC=C1 2,6-bis(9H-carbazol-9-yl)-5-(5-methyl-4,6-diphenylpyrimidin-2-yl)-[1,1'-biphenyl]-3-carbonitrile